1-(6-(6-chloro-7-(3-cyclopropyl-5-methyl-1H-indazol-4-yl)-2-(3-(dimethylamino)azetidin-1-yl)-8-fluoroquinazolin-4-yl)-1-methyl-2,6-diazaspiro[3.4]octan-2-yl)prop-2-en-1-one ClC=1C=C2C(=NC(=NC2=C(C1C1=C2C(=NNC2=CC=C1C)C1CC1)F)N1CC(C1)N(C)C)N1CC2(CN(C2C)C(C=C)=O)CC1